NC(=C)C(=C)C 2-amino-3-methyl-1,3-butadiene